racemic-tert-butyl 3-((1,1-dioxido-3-(5-(pyrimidin-4-yl)-4H-1,2,4-triazol-3-yl)tetrahydrothiophen-3-yl)amino)benzoate O=S1(C[C@@](CC1)(C1=NN=C(N1)C1=NC=NC=C1)NC=1C=C(C(=O)OC(C)(C)C)C=CC1)=O |r|